5-(N-methyl-4-nitrobenzenesulfonylamino)azelaic acid CN(C(CCCC(=O)O)CCCC(=O)O)S(=O)(=O)C1=CC=C(C=C1)[N+](=O)[O-]